ClC1=NC=NC(=N1)C1=CC=CC=C1 2-chloro-4-phenyl-1,3,5-triazine